N-(1-cyclobutyl-3-(3,3-difluoro-cyclobutyl)-4-methyl-1H-pyrazol-5-yl)-3,3-difluorocyclobutane-1-carboxamide C1(CCC1)N1N=C(C(=C1NC(=O)C1CC(C1)(F)F)C)C1CC(C1)(F)F